p-hydroxytert-butyl-anisole OC1=CC(=C(C=C1)OC)C(C)(C)C